COC1=CC=C2C(=N1)C(=CN2)CCNC(C)=O N-(2-(5-methoxy-1H-pyrrolo[3,2-b]pyridin-3-yl)ethyl)acetamide